4-(4-((5-cyclopropyl-3-(2,6-dichlorophenyl)isoxazol-4-yl)methoxy)piperidin-1-yl)-2-methylbenzonitrile C1(CC1)C1=C(C(=NO1)C1=C(C=CC=C1Cl)Cl)COC1CCN(CC1)C1=CC(=C(C#N)C=C1)C